FC=1C(=C(C=CC1F)[C@H]1[C@@H](O[C@@]([C@H]1C)(C(F)(F)F)C)C(=O)NC1=CC(=NC=C1)C(=O)N)OC(C)C (2R,3S,4S,5S)-4-[[3-(3,4-difluoro-2-isopropoxy-phenyl)-4,5-dimethyl-5-(trifluoromethyl)tetrahydrofuran-2-carbonyl]amino]pyridine-2-carboxamide